benzyltrimethylammonium C(C1=CC=CC=C1)[N+](C)(C)C